3-(4H-1,2,4-triazol-4-yl)-5-((trimethylsilyl)ethynyl)pyridine N=1N=CN(C1)C=1C=NC=C(C1)C#C[Si](C)(C)C